FC1=CC=C(C=C1)N1N=C(C(=CC1=O)C)C(=O)OCC ethyl 1-(4-fluorophenyl)-4-methyl-6-oxo-1,6-dihydropyridazine-3-carboxylate